FC=1C=C(C=CC1OCCCN1CCCCC1)C=1N(C2=CC=CC=C2C(C1OC)=O)C 2-(3-fluoro-4-(3-(piperidin-1-yl)propoxy)phenyl)-3-methoxy-1-methylquinolin-4(1H)-one